(S)-tert-Butyl 3-(((6-(isoindolin-2-ylmethyl)-4-oxo-4H-pyran-3-yl)oxy)methyl)-piperidine-1-carboxylate C1N(CC2=CC=CC=C12)CC1=CC(C(=CO1)OC[C@@H]1CN(CCC1)C(=O)OC(C)(C)C)=O